CC(CCCCC)(C)C 6,6-dimethylheptane